S1C=NC2=C1C=CC(=C2)CN(C(=O)[C@H]2N(CCC2)S(=O)(=O)C2=CC=C(C)C=C2)[C@@H]2C[C@@H]1C[C@@H]1CC2 (S)-1-(Toluene-4-sulfonyl)-pyrrolidine-2-carboxylic acid benzothiazol-5-ylmethyl-(1S,3S,6S)-bicyclo[4.1.0]hept-3-yl-amide